3-(5-tosyl-4,5,6,7-tetrahydrothieno[3,2-c]pyridin-3-yl)-5-(trifluoromethyl)-1,2,4-oxadiazole S(=O)(=O)(C1=CC=C(C)C=C1)N1CC2=C(CC1)SC=C2C2=NOC(=N2)C(F)(F)F